bicyclo[4.2.0]oct-1(6),2,4-trien-3-amine C1=2C=C(C=CC2CC1)N